NC1=NC=CC=C1C1=NC=2C(=NC(=CC2)N2N=CC=C2)N1C=1C=C2CC[C@@H](C2=CC1)NC(CC1=CC=NN1)=O (S)-N-(5-(2-(2-aminopyridin-3-yl)-5-(1H-pyrazol-1-yl)-3H-imidazo[4,5-b]pyridin-3-yl)-2,3-dihydro-1H-inden-1-yl)-2-(1H-pyrazol-5-yl)acetamide